CC1=C2C(=CN=N1)C=NC=C2 methylpyrido[3,4-d]pyridazin